3-((1s,4s)-4-(3-methoxy-4-methylphenylcarbamoyl)cyclohexyl)-N,5-dimethyl-2-oxo-1,2,3,4-tetrahydroquinazoline-7-carboxamide COC=1C=C(C=CC1C)NC(=O)C1CCC(CC1)N1C(NC2=CC(=CC(=C2C1)C)C(=O)NC)=O